N-(4-(3-(4-(oct-1-ynyl)phenylsulfonamido)phenyl)thiazol-2-yl)acetamid C(#CCCCCCC)C1=CC=C(C=C1)S(=O)(=O)NC=1C=C(C=CC1)C=1N=C(SC1)NC(C)=O